N1=CNC(=C1)CC(=O)OCC ethyl 2-(3H-imidazol-4-yl)acetate